(dibenzofuranylphenyl)(diphenylfluorenyl)amine C1(=CC=CC=2OC3=C(C21)C=CC=C3)C3=C(C=CC=C3)NC3=C(C(=CC=2C1=CC=CC=C1CC32)C3=CC=CC=C3)C3=CC=CC=C3